5-chloro-3-((2,4-dichloro-phenylimino)meth-yl)-2-(isobutyryloxy)phenyl nicotinate C(C1=CN=CC=C1)(=O)OC1=C(C(=CC(=C1)Cl)C=NC1=C(C=C(C=C1)Cl)Cl)OC(C(C)C)=O